[Li+].CC1=C(C(=O)C2=C(C=CC=C2)P([O-])([O-])=O)C(=CC(=C1)C)C.[Li+] 2,4,6-trimethylbenzoylphenylphosphonic acid lithium salt